FC=1C=C2[C@H](CC3(NC2=CC1)CCN(CC3)C(=O)NCC3=CC=C(C=C3)F)O (S)-6'-fluoro-N-(4-fluorobenzyl)-4'-hydroxy-3',4'-dihydro-1'h-spiro[piperidine-4,2'-quinoline]-1-carboxamide